1-[2-cyano-4-(trifluoromethyl)phenyl]-N-[(3R)-1-methylpyrrolidin-3-yl]-4-[6-(4-methylthiophene-3-yl)pyridin-3-yl]piperidine-4-carboxamide C(#N)C1=C(C=CC(=C1)C(F)(F)F)N1CCC(CC1)(C(=O)N[C@H]1CN(CC1)C)C=1C=NC(=CC1)C1=CSC=C1C